FC(C1=CC=C(O1)OB(O)O)(F)F [5-(trifluoromethyl)-2-furyl]boric acid